1-(4-(2-aminopropyl)phenyl)-3-(4-(trifluoromethyl)phenyl)urea NC(CC1=CC=C(C=C1)NC(=O)NC1=CC=C(C=C1)C(F)(F)F)C